tert-Butyl-9-oxo-3-aza-3-spiro[5.5]undecane-carboxylate C(C)(C)(C)OC(=O)N1CCC2(CC1)CCC(CC2)=O